COC(=O)[C@H]1N(C[C@H](C1)O)C(=O)OC(C)(C)C (2S,4S)-N-Boc-4-hydroxypyrrolidine-2-carboxylic acid methyl ester